(+/-)-N-((3R,4R)-3-fluoro-1-methylpiperidin-4-yl)-2-(5-(((2-methoxy-4-(methyl-sulfonyl)phenyl)amino)methyl)-1,3,4-oxadiazol-2-yl)-1-(2,2,2-trifluoroethyl)-1H-indol-4-amine F[C@@H]1CN(CC[C@H]1NC=1C=2C=C(N(C2C=CC1)CC(F)(F)F)C=1OC(=NN1)CNC1=C(C=C(C=C1)S(=O)(=O)C)OC)C |r|